N-(6-((5-chloro-2-((5-ethyl-2-methoxy-4-(4-(4-methylpiperazin-1-yl)piperidin-1-yl)phenyl)amino)pyrimidin-4-yl)(methyl)amino)quinoxalin-5-yl)methanesulfonamide ClC=1C(=NC(=NC1)NC1=C(C=C(C(=C1)CC)N1CCC(CC1)N1CCN(CC1)C)OC)N(C=1C(=C2N=CC=NC2=CC1)NS(=O)(=O)C)C